C(C1=CC=CC=C1)OC1=CC=C(C=C1)C=1C(=NN2C1N=CC1=CC=CC=C21)C (4-(benzyloxy)phenyl)-2-methylpyrazolo[1,5-a]quinazoline